methyl 4-amino-1-(isoquinolin-4-yl)-2-oxo-7-(trifluoromethyl)-1,2-dihydroquinoline-3-carboxylate NC1=C(C(N(C2=CC(=CC=C12)C(F)(F)F)C1=CN=CC2=CC=CC=C12)=O)C(=O)OC